NC=1C=CC(=NC1)C(C(C)C1=CC=C(C=C1)Cl)=O 1-(5-aminopyridin-2-yl)-2-(4-chlorophenyl)propan-1-one